2-methylpropan-1-amine hydrochloride Cl.CC(CN)C